FC(COC(C(=C)Cl)=O)(F)F alpha-chloro-acrylic acid trifluoroethyl ester